(R)-N-(5-chloro-3-iodopyridin-2-yl)-6-(3-fluoropyrrolidin-1-yl)pyridine-3-carbothioamide ClC=1C=C(C(=NC1)NC(=S)C=1C=NC(=CC1)N1C[C@@H](CC1)F)I